Cl.COC=1C=C2CCC=C(C2=CC1C)CN (6-methoxy-7-methyl-3,4-dihydronaphthalen-1-yl)methylamine, hydrochloride